[1-(2,2-Difluoroethyl)-3-(4-fluorophenyl)-1H-pyrazol-4-yl]-6-phenylfuro[2,3-d]pyrimidine FC(CN1N=C(C(=C1)C=1N=CC2=C(N1)OC(=C2)C2=CC=CC=C2)C2=CC=C(C=C2)F)F